CC=CC=C(C=CCCCC)C#N undeca-2,4,6-triene-5-carbonitrile